4-bromo-2-(1-ethynylcyclopropyl)-1-methylbenzene BrC1=CC(=C(C=C1)C)C1(CC1)C#C